COC1=CC=C(C=N1)OC1CCN(CC1)C1=C(C=C(N=N1)C(=O)NC1CCC=2C=CC=NC2C1)C 6-{4-[(6-methoxypyridin-3-yl)oxy]piperidin-1-yl}-5-methyl-N-(5,6,7,8-tetrahydroquinolin-7-yl)pyridazine-3-carboxamide